ClC1=CC=C(C=C1)C=1N=CN(C1C1=CC=NC=C1)CC(=O)N([C@@H]1CN(CC1)C)C 2-[4-(4-chlorophenyl)-5-(pyridin-4-yl)-1H-imidazol-1-yl]-N-methyl-N-[(3S)-1-methylpyrrolidin-3-yl]acetamide